CC1CC(C1)CN1N=C(N=C1)C(=O)N 1-(((1S,3r)-3-methylcyclobutyl)methyl)-1H-1,2,4-triazole-3-carboxamide